N-(6-(6-(2-ethoxyethoxy)pyridin-3-yl)-1-(p-tolyl)-1H-pyrazolo[3,4-d]pyrimidin-4-yl)-5-nitrothiophene-2-carboxamide C(C)OCCOC1=CC=C(C=N1)C1=NC(=C2C(=N1)N(N=C2)C2=CC=C(C=C2)C)NC(=O)C=2SC(=CC2)[N+](=O)[O-]